5-amino-4-bromo-1H-pyrazole NC1=C(C=NN1)Br